palladium (cyclooctadiene) dichloride [Cl-].[Cl-].C1=CC=CCCCC1.[Pd+2]